C(C)OC[C@@H]1CC[C@@]2(CCCN12)COC(C1=CC=CC=C1)(C1=CC=CC=C1)C1=CC=CC=C1 (3S,7aS)-3-(ethoxymethyl)-7a-((trityloxy)methyl)hexahydro-1H-pyrrolizine